(5-(1-benzyl-4,5,6,7-tetrahydro-1H-indazol-3-yl)-1-oxoisoindolin-2-yl)piperidine-2,6-dione C(C1=CC=CC=C1)N1N=C(C=2CCCCC12)C=1C=C2CN(C(C2=CC1)=O)N1C(CCCC1=O)=O